NC1=NC=2CC[C@H]([C@H](C2C=C1)O)[C@@H]1N2C(C3=CC=CC=C13)=CN=C2 (5R,6S)-2-amino-6-((S)-5H-imidazo[5,1-a]isoindol-5-yl)-5,6,7,8-tetrahydroquinolin-5-ol